CC=1C=C(C(=O)Cl)C=CC1 (E)-3-methylbenzoyl chloride